(1-((3-chloro-1-methyl-1H-pyrazol-4-yl)sulfonyl)-1-fluoroethyl)pyridine ClC1=NN(C=C1S(=O)(=O)C(C)(F)C1=NC=CC=C1)C